BrC=1C=CC=2N(C1)C(=CN2)C2=NC(=NC=C2C)NC2CCC(CC2)N (1s,4s)-N1-(4-(6-Bromoimidazo[1,2-a]pyridin-3-yl)-5-methylpyrimidin-2-yl)cyclohexane-1,4-diamine